C1(=CC=CC=C1)NC(=O)C=1C(=NC(=NC1)NC=1C=NC(=CC1)OC)OC1=CC(=CC=C1)NC(C=C)=O 4-(3-acrylamidophenoxy)-2-(6-methoxypyridin-3-ylamino)-pyrimidine-5-carboxylic acid phenylamide